N[C@@H]1C[C@@H](C2=C1C=C(C=1C=C(N=CC21)Cl)S(=O)(=O)NCC(C)C)N |r| (7RS,9SR)-7,9-diamino-3-chloro-N-isobutyl-8,9-dihydro-7H-cyclopenta[h]isoquinoline-5-sulfonamide